3-Benzyl 4-methyl (4R)-2-(((tert-butoxycarbonyl)amino)methyl)thiazolidine-3,4-dicarboxylate C(C)(C)(C)OC(=O)NCC1SC[C@H](N1C(=O)OCC1=CC=CC=C1)C(=O)OC